7-((1-hydroxy-cyclopropyl)methoxy)imidazo[1,2-a]pyridine-3-carbonitrile OC1(CC1)COC1=CC=2N(C=C1)C(=CN2)C#N